(E)-1-(2-hydroxyphenyl)-3-(p-tert-butylphenyl)prop-2-en-1-one OC1=C(C=CC=C1)C(\C=C\C1=CC=C(C=C1)C(C)(C)C)=O